[Na+].[N-](S(=O)(=O)C(F)(F)F)S(=O)(=O)C(F)(F)F bistrifluoromethanesulfonimide sodium